FC1(CCN(CC1)C1=NC(=CC(=N1)C=1C=NN(C1)C1=C(C=C(C=C1)S(=O)(=O)NCCO)N1CCC2(CC2)CC1)C)F 4-(4-(2-(4,4-Difluoropiperidin-1-yl)-6-methylpyrimidin-4-yl)-1H-pyrazol-1-yl)-N-(2-hydroxyethyl)-3-(6-azaspiro[2.5]octan-6-yl)benzenesulfonamide